1-p-toluenesulfonyl-3-(3-chloropropionyl)-5-fluoroindole CC1=CC=C(C=C1)S(=O)(=O)N1C=C(C2=CC(=CC=C12)F)C(CCCl)=O